F[C@H]1C[C@H](N(C1)C(CN1C[C@H](CC1)NC=1C=C2C=CC=NC2=C(C1)C(F)(F)F)=O)C#N (2S,4S)-4-fluoro-1-[2-[(3S)-3-[[8-(trifluoromethyl)-6-quinolyl]amino]pyrrolidin-1-yl]acetyl]pyrrolidine-2-carbonitrile